NC([C@H](CCC(=O)OC(C)(C)C)N1C(C2=CC=C(C(=C2C1)F)C[C@H]1OCCC[C@@H]1N[C@H](C)CCC(F)F)=O)=O |&1:30| tert-butyl (4S)-5-amino-4-(5-(((2R,3S)-3-(((rac)-5,5-difluoropentan-2-yl)amino)tetrahydro-2H-pyran-2-yl)methyl)-4-fluoro-1-oxoisoindolin-2-yl)-5-oxopentanoate